(4-{[(3,4-dichlorophenyl)methyl]sulfanyl}-3,5-dimethylphenyl)methanol ClC=1C=C(C=CC1Cl)CSC1=C(C=C(C=C1C)CO)C